C(C)(C)(C)OC(=O)NCCC1=C(C(=O)OC)C=CC=N1 methyl 2-(2-((tert-butoxycarbonyl)amino)ethyl)nicotinate